trimethylsilylethyl vinyl carbonate C(OCC[Si](C)(C)C)(OC=C)=O